heptenyl-methyldimethoxysilane C(=CCCCCC)[Si](OC)(OC)C